(R,R)-α-L-rhamnopyranosyl-β-hydroxydecanoyl-β-hydroxydecanoate [C@@H]1([C@H](O)[C@H](O)[C@@H](O)[C@@H](O1)C)[C@](C(=O)[O-])([C@@H](CCCCCCC)O)C(C(CCCCCCCC)O)=O